Cl.CN1C(OCC2=C1C=CC=C2)=O 1-methyl-4H-3,1-benzoxazin-2-one Hydrochloride salt